C1(=CC=CC=C1)C1=NN=C(O1)NC=1C=C(C=CC1)C 5-phenyl-N-(m-tolyl)-1,3,4-oxadiazol-2-amine